FC1=CC=C(C=C1)N1N=CC=2C1=NC=NC2SCC(=O)C2=CC=C(S2)CCNC(C)=O N-(2-(5-(2-((1-(4-fluorophenyl)-1H-pyrazolo[3,4-d]pyrimidin-4-yl)thio)acetyl)thiophen-2-yl)ethyl)acetamide